FC=1C=CC2=C(N=C(S2)NN)C1 (5-fluoro-1,3-benzothiazol-2-yl)hydrazine